CC(=C)CC(CC(=C)C)(N)C 2,4,6-trimethylhepta-1,6-dien-4-amine